CN(C/C=C/C(=O)O)CC#C (2E)-4-[methyl-(prop-2-yn-1-yl)amino]but-2-enoic acid